tert-butyl 3-(aminomethyl)pyrrolidine-1-carboxylate NCC1CN(CC1)C(=O)OC(C)(C)C